OCC1(CCCC1)C(CC)N[S@](=O)C(C)(C)C (R)-N-(1-(1-(hydroxymethyl)cyclopentyl)propyl)-2-methylpropane-2-sulfinamide